(Z)-(9-ethyl-6-nitro-9H-carbazol-3-yl)(4-((1-methoxypropan-2-yl)oxy)-2-methylphenyl)methanone O-acetyloxime C(C)(=O)O\N=C(/C1=C(C=C(C=C1)OC(COC)C)C)\C=1C=CC=2N(C3=CC=C(C=C3C2C1)[N+](=O)[O-])CC